6-[[2-[[4-(2,4-dichlorophenyl)-5-(4-methyl-1H-imidazol-2-yl)-2-pyrimidin-yl]amino]ethyl]amino]nicotinonitrile ClC1=C(C=CC(=C1)Cl)C1=NC(=NC=C1C=1NC=C(N1)C)NCCNC1=NC=C(C#N)C=C1